FC=1C=C(C=CC1)N1N=C(C2(C1=O)N(N=CC1=CC=CC=C12)C(C=C(C)C)=O)C 1'-(3-Fluorophenyl)-3'-methyl-2-(3-methylbut-2-enoyl)-2H-spiro[phthalazine-1,4'-pyrazol]-5'(1'H)-one